fluoro-citric acid Fluorocitrate FC(C(=O)O)C(O)(C(=O)O)CC(=O)O.FC(C(=O)O)C(O)(C(=O)O)CC(=O)O